C1C(CC2=CC=CC=C12)S(=O)(=O)N 2,3-Dihydro-1H-indene-2-sulfonamide